1-(4-(1H-indol-3-yl)-2-(3-methylmorpholino)-5,8-dihydropyrido[3,4-d]pyrimidin-7(6H)-yl)-3-chloro-2,2-dimethylpropane-1-one N1C=C(C2=CC=CC=C12)C=1C2=C(N=C(N1)N1C(COCC1)C)CN(CC2)C(C(CCl)(C)C)=O